C(C)(C)(C)C=1C=C(C=C(C1O)C(C)(C)C)CCC(=O)OCCCCCCOC(CCC1=CC(=C(C(=C1)C(C)(C)C)O)C(C)(C)C)=O 1,6-hexanediol Bis[3-(3,5-di-tert-butyl-4-hydroxyphenyl)propanoate]